B(O)(O)O.C(C)(=O)NN[C@H](CC(C)C)C(=O)O acetamido-D-leucine borate